COC1=C(C=CC=C1)NC1=NC=CC2=CC=CC=C12 N-o-methoxyphenyl-isoquinolin-1-amine